C(C)(C)(C)OC(=O)N1C(C2=CC=CC=C2CC1)OCCCC=1N(C(=CC1Br)C#N)C [3-(3-bromo-5-cyano-1-methyl-1H-pyrrol-2-yl)propoxy]-3,4-dihydroisoquinoline-2(1H)-carboxylic acid tert-butyl ester